2-(triphenylphosphonio)ethyl carbonate C(OCC[P+](C1=CC=CC=C1)(C1=CC=CC=C1)C1=CC=CC=C1)([O-])=O